C(C)C1=CC=C(CC2=C(C#N)C=C(C(=C2)[C@]2(O)[C@H](O)[C@@H](O)[C@H](O)[C@H](O2)CO)O)C=C1 2-(4-ethylbenzyl)-4-(β-D-glucopyranos-1-yl)-5-hydroxy-benzonitrile